N,N-dimethyl-1-(2-nitrophenyl)piperidin-4-amine CN(C1CCN(CC1)C1=C(C=CC=C1)[N+](=O)[O-])C